C(C1=CC=CC=C1)OC([C@@H](C)O)=O (2R)-2-Hydroxypropionic acid benzyl ester